CC(C)(C(C)C)NC1CC(CCC1)N N-(2,3-dimethylbut-2-yl)cyclohexane-1,3-diamine